COC(C1=C(C=C(C(=C1)F)C1=CC=CC=2CN(COC21)C(C2=C(C=C(C(=C2)C)Br)Cl)=O)N2CCOCC2)=O 4-[3-(4-Bromo-2-chloro-5-methylbenzoyl)-2,4-dihydro-1,3-benzoxazin-8-yl]-5-fluoro-2-morpholin-4-ylbenzoic acid methyl ester